maleic acid-acrylic acid salt C(C=C)(=O)O.C(\C=C/C(=O)O)(=O)O